(2s)-tert-butyl 4-(3-benzyl-4,4,4-trifluorobutylsulfonimidoyl)-2-((tert-butoxycarbonyl)amino)butanoate C(C1=CC=CC=C1)C(CCS(=O)(=N)CC[C@@H](C(=O)OC(C)(C)C)NC(=O)OC(C)(C)C)C(F)(F)F